C(CCC)C1=NC(=C(C(N1C1=C(C=CC=C1OC)OC)=O)CC1=CC(=C(C=C1)C1=NOC=N1)F)O 2-butyl-3-(2,6-dimethoxyphenyl)-5-{[3-fluoro-4-(1,2,4-oxadiazol-3-yl)phenyl]methyl}-6-hydroxy-3,4-dihydropyrimidin-4-one